(S)-1-((1s,4R)-4-fluorocyclohexyl)-3-(isoquinolin-4-yl)-2-oxoimidazolidine-4-carbonitrile FC1CCC(CC1)N1C(N([C@@H](C1)C#N)C1=CN=CC2=CC=CC=C12)=O